N-(6-(1-methyl-1H-pyrazol-4-yl)isoquinolin-3-yl)-4-((4-methylpiperazin-1-yl)methyl)cyclohexane-1-carboxamide CN1N=CC(=C1)C=1C=C2C=C(N=CC2=CC1)NC(=O)C1CCC(CC1)CN1CCN(CC1)C